5,8-diazaspiro[3.5]nonane-5-carboxylic acid tert-butyl ester C(C)(C)(C)OC(=O)N1C2(CCC2)CNCC1